bis(3-(2-(dimethylamino)ethyl)-1H-indol-1-yl)methanone di-formate C(=O)O.C(=O)O.CN(CCC1=CN(C2=CC=CC=C12)C(=O)N1C=C(C2=CC=CC=C12)CCN(C)C)C